N-((1r,4r)-4-(benzyloxy)cyclohexyl)-2-(6-(tert-butoxy)-2-phenyl-3,4-dihydronaphthalen-1-yl)-5-hydroxybenzoamide C(C1=CC=CC=C1)OC1CCC(CC1)NC(C1=C(C=CC(=C1)O)C1=C(CCC2=CC(=CC=C12)OC(C)(C)C)C1=CC=CC=C1)=O